stilbene C1(=CC=CC=C1)C=CC1=CC=CC=C1